2,2',2'',2'''-((2R,5R,8R,11R)-2,5,8,11-tetraisobutyl-1,4,7,10-tetraazacyclododecane-1,4,7,10-tetrayl)tetraacetic acid C(C(C)C)[C@H]1N(C[C@H](N(C[C@H](N(C[C@H](N(C1)CC(=O)O)CC(C)C)CC(=O)O)CC(C)C)CC(=O)O)CC(C)C)CC(=O)O